NC1=C(C=C(/C=C/C2=CC(CC(C2)(C)C)=C(C#N)C#N)C=C1)OC (E)-2-(3-(4-amino-3-methoxystyryl)-5,5-dimethylcyclohex-2-en-1-ylidene)malononitrile